NCCOC(C(C)(C)Br)=O 2-bromo-2-methylpropanoic acid-2-aminoethyl ester